1-(4-chloro-3,5-difluorophenyl)-N-hydroxycyclopropane-1-carboximidamide ClC1=C(C=C(C=C1F)C1(CC1)C(NO)=N)F